tert-butyl (1R,5S,6r)-6-(6-chloro-7-fluoro-1-methyl-1H-pyrazolo[4,3-c]pyridin-3-yl)-3-azabicyclo[3.1.0]hexane-3-carboxylate ClC1=C(C2=C(C=N1)C(=NN2C)C2[C@H]1CN(C[C@@H]21)C(=O)OC(C)(C)C)F